ClC1=C(C=CC=C1Cl)C(CC#N)NCC=1C=NC=CC1 3-(2,3-dichlorophenyl)-3-((pyridin-3-ylmethyl)amino)propionitrile